N1C(=NC2=C1C=CC=C2)[C@@H]2[C@H](C2)C(=O)NC2(CC2)C(=O)NC2=C(C=C(C=C2)C(F)(F)F)F 1-((1S,2S)-2-(1H-benzo[d]imidazol-2-yl)cyclopropane-1-carboxamido)-N-(2-fluoro-4-(trifluoromethyl)phenyl)cyclopropane-1-carboxamide